1-Tert-butyl 4-[[1-[5-methoxy-1-[1-[(4-methoxyphenyl)methyl]-2,6-dioxo-3-piperidyl]-3-methyl-2-oxo-benzimidazol-4-yl]azetidin-3-yl]methyl]piperazine-1-carboxylate COC1=C(C2=C(N(C(N2C)=O)C2C(N(C(CC2)=O)CC2=CC=C(C=C2)OC)=O)C=C1)N1CC(C1)CN1CCN(CC1)C(=O)OC(C)(C)C